CN1N=C(C=C1C1=C(N=C2N1C(=NC=C2)NCC2=C(C=CC1=C2CCO1)F)C#N)C (1,3-dimethyl-1H-pyrazol-5-yl)-5-(((5-fluoro-2,3-dihydrobenzofuran-4-yl)methyl)amino)imidazo[1,2-c]pyrimidine-2-carbonitrile